(2S)-N-(4-Fluorophenyl)-2-{1-[(3R)-3-hydroxybutanoyl]-1,2,3,4-tetrahydrochinolin-6-yl}propanamid FC1=CC=C(C=C1)NC([C@@H](C)C=1C=C2CCCN(C2=CC1)C(C[C@@H](C)O)=O)=O